furanyl methacrylate C(C(=C)C)(=O)OC=1OC=CC1